4,7,10,13,16-pentaoxo-3,6,9,12,15-pentaazaicosane-1,20-dioic acid O=C(NCC(=O)O)CNC(CNC(CNC(CNC(CCCC(=O)O)=O)=O)=O)=O